BrC1=NC(=CC(=C1)C(=O)N1CCCC1)Br (2,6-dibromopyridin-4-yl)(pyrrolidin-1-yl)methanone